tert-butyl 4-(4-(6-methylbenzo[d]oxazol-2-ylamino)phenylamino)-4-oxobutylcarbamate (tert-butyl 4-(4-(6-methylbenzo[d]oxazol-2-ylamino)phenylamino)-4-oxobutylcarbamate) C(C)(C)(C)N(C(O)=O)CCCC(=O)NC1=CC=C(C=C1)NC=1OC2=C(N1)C=CC(=C2)C.CC2=CC1=C(N=C(O1)NC1=CC=C(C=C1)NC(CCCNC(OC(C)(C)C)=O)=O)C=C2